(S)-5-hydroxy-6-((2-methoxyethyl)(methyl)amino)-2-methylhexan-3-one O[C@@H](CC(C(C)C)=O)CN(C)CCOC